BrC=1C=C(NC2(C3(C4=CC=CC=C4C2)CCC(CC3)C(=O)O)C=3C(=NOC3C)C)C=CC1 (3-bromoanilino)-2'-(3,5-dimethyl-1,2-oxazol-4-yl)-2',3'-dihydrospiro[cyclohexane-1,1'-indene]-4-carboxylic acid